6-fluoro-2-[3-[(2S)-2-methylpiperazin-1-yl]-3-oxo-propyl]-3H-quinazolin-4-one hydrochloride Cl.FC=1C=C2C(NC(=NC2=CC1)CCC(=O)N1[C@H](CNCC1)C)=O